butyl ((1r,4r)-4-(2-(4-(4-(2-((S)-2-cyano-4,4-difluoro pyrrolidin-1-yl)-2-oxoethylcarbamoyl)pyridin-3-yl)phenoxy)ethylcarbamoyl) cyclohexyl)methylcarbamate C(#N)[C@H]1N(CC(C1)(F)F)C(CNC(=O)C1=C(C=NC=C1)C1=CC=C(OCCNC(=O)C2CCC(CC2)CNC(OCCCC)=O)C=C1)=O